The molecule is the organic cation formed formally by addition of an ethylene bridge between the nitrogen atoms of 2,2'-bipyridine. Most often available as the dibromide. It has a role as a herbicide and a defoliant. It derives from a hydride of a 2,2'-bipyridine. C1C[N+]2=CC=CC=C2C3=CC=CC=[N+]31